5-fluoro-4-(1-piperidyl)benzamide FC=1C(=CC=C(C(=O)N)C1)N1CCCCC1